NC=1C(=C(C=CC1)SC=1C=2N(C(=NC1)N1CCC3(CCC[C@H]3N)CC1)C=CN2)Cl (R)-8-(8-((3-amino-2-chlorophenyl)thio)imidazo[1,2-c]pyrimidin-5-yl)-8-azaspiro[4.5]decan-1-amine